BrC1=NC=2N(C=C1)C1=C(N2)C=CC=C1 2-bromobenzo[4,5]imidazo[1,2-a]pyrimidine